COC(=O)C1CN(C1)CC1=CC2=CC=C(C=C2C[C@H]1C)O 1-{[(3R)-6-hydroxy-3-methyl-3,4-dihydronaphthalen-2-yl]Methyl}azetidine-3-carboxylic acid methyl ester